1,4-Bis[3'-chlorosulfonyl-2',4',6'-trimethylanilino]anthraquinone ClS(=O)(=O)C=1C(=C(NC2=CC=C(C=3C(C4=CC=CC=C4C(C23)=O)=O)NC2=C(C(=C(C=C2C)C)S(=O)(=O)Cl)C)C(=CC1C)C)C